N1N=CC=2N=CN=C(C21)N[C@H](C(=O)O)CCN(CCCCC2=NC=1NCCCC1C=C2)CCOC=2C=NC=C(C2)F (S)-2-((1H-pyrazolo[4,3-d]pyrimidin-7-yl)amino)-4-((2-((5-fluoropyridin-3-yl)oxy)ethyl)(4-(5,6,7,8-tetrahydro-1,8-naphthyridin-2-yl)butyl)amino)butanoic acid